C(C)(=O)OCC=1C(=NC=CC1Cl)N1C(C=2N(C=3CCCCC3C2)CC1)=O (4-Chloro-2-(1-oxo-3,4,6,7,8,9-hexahydropyrazino[1,2-a]indol-2(1H)-yl)pyridin-3-yl)methyl Acetate